(2-naphthalenylmethyl)-proline C1=C(C=CC2=CC=CC=C12)CN1[C@@H](CCC1)C(=O)O